(S)-N-[(2-fluorophenyl)methylidene]-2-methylpropane-2-sulfinamide FC1=C(C=CC=C1)C=N[S@@](=O)C(C)(C)C